methyl 2-({[3-(8-{[(3S,4R)-3-fluoro-1-methylpiperidin-4-yl]amino}-3-[(trifluoromethyl)sulfanyl]indolizin-2-yl)-1,2,4-oxadiazol-5-yl]methyl}amino)pyrimidine-5-carboxylate F[C@H]1CN(CC[C@H]1NC1=CC=CN2C(=C(C=C12)C1=NOC(=N1)CNC1=NC=C(C=N1)C(=O)OC)SC(F)(F)F)C